(2S,3R)-2-methylazetidin-3-ol hydrochloride salt Cl.C[C@@H]1NC[C@H]1O